bromo-4-fluoro-5-methyl-1-[4-(trifluoromethoxy)phenyl]pyrazole BrC1=NN(C(=C1F)C)C1=CC=C(C=C1)OC(F)(F)F